C(C)N(C(C1=C(C=C(C(=C1)C(C)C)O)O)=O)C1=CC=C2C=CN(C2=C1)C N-ethyl-2,4-dihydroxy-5-isopropyl-N-(1-methyl-1H-indol-6-yl)benzamide